FC1CCC(C1)C(=O)N(C)OC 4-fluoro-N-methoxy-N-methylcyclopentane-1-carboxamide